4-(2-fluoro-5-(trifluoromethyl)benzyl)-N-hydroxy-3-oxo-3,4-dihydro-2H-benzo[b][1,4]oxazine-6-carboxamide FC1=C(CN2C3=C(OCC2=O)C=CC(=C3)C(=O)NO)C=C(C=C1)C(F)(F)F